2-[2-[2-[1-tetrahydropyran-2-yl-3-[1-(2-trimethylsilylethoxymethyl)pyrazol-4-yl]pyrazolo[3,4-c]pyridin-5-yl]oxyethoxy]ethoxy]ethanol O1C(CCCC1)N1N=C(C=2C1=CN=C(C2)OCCOCCOCCO)C=2C=NN(C2)COCC[Si](C)(C)C